bis(4-t-butylphenyl)iodonium 10-camphorsulfonate C12(C(=O)CC(CC1)C2(C)C)CS(=O)(=O)[O-].C(C)(C)(C)C2=CC=C(C=C2)[I+]C2=CC=C(C=C2)C(C)(C)C